C12(CC1)COC1=C2C(=CC=C1)OC=1N=CC(=NC1)NC(=O)[C@@H](CC)NC(OC(C)(C)C)=O tert-butyl N-[(1R)-1-[(5-spiro[2H-benzofuran-3,1'-cyclopropane]-4-yloxypyrazin-2-yl)carbamoyl]propyl]carbamate